acetic acid 3-(2-acetamido ethyl)-1H-indol-4-yl ester C(C)(=O)NCCC1=CNC2=CC=CC(=C12)OC(C)=O